(1,7-naphthyridin-4-yl)methanone N1=CC=C(C2=CC=NC=C12)C=O